2-(5-chloro-1-((trans)-1-cyclobutyl-3-fluoropiperidin-4-yl)-1H-pyrazol-4-yl)-N4-methyl-5-(trifluoromethyl)pyrimidine-2,4-diamine ClC1=C(C=NN1[C@H]1[C@@H](CN(CC1)C1CCC1)F)C1(NC=C(C(=N1)NC)C(F)(F)F)N